Tert-butyl 4-(acetoxymethyl)cyclohexane-1-carboxylate C(C)(=O)OCC1CCC(CC1)C(=O)OC(C)(C)C